dimethyl (2-trimethylsilyloxy-carbonylethyl) phosphate P(=O)(OC)(OC)OCCC(=O)O[Si](C)(C)C